BrC=1SC(=C(N1)C(=O)O)C 2-bromo-5-methyl-thiazole-4-carboxylic acid